C1CN(CCC12CCNCC2)C[C@@H]2[C@@H](CN(CC2)C2=CC=C1C(=NN(C1=C2)C)C2C(NC(CC2)=O)=O)C 3-(6-((3S,4S)-4-((3,9-diazaspiro[5.5]undecan-3-yl)methyl)-3-methylpiperidin-1-yl)-1-methyl-1H-indazol-3-yl)piperidine-2,6-dione